C(C)(C)(C)OC(C(CC1=CC(=CC=C1)C1=NC(=CC=C1F)Cl)(C)C)=O 3-(3-(6-chloro-3-fluoropyridin-2-yl)phenyl)-2,2-dimethylpropionic acid tert-butyl ester